C12CN(CC(CC1)N2)C2=CC=C1C(C=3N(C=4C=CC=C(C4C(N3)=O)Br)C1=C2)(C)C 10-(3,8-diazabicyclo[3.2.1]octan-3-yl)-4-bromo-7,7-dimethylindolo[1,2-a]quinazolin-5(7H)-one